C(C)OC=1C=C(C=2N(C1)N=C1C2C=NN1)C=1C=CC(=NC1)N1CC2COCC(C1)N2C(=O)OC(C)(C)C tert-butyl 7-(5-(6-ethoxy-1H-pyrazolo[3',4':3,4]pyrazolo[1,5-a]pyridin-4-yl)pyridin-2-yl)-3-oxa-7,9-diazabicyclo[3.3.1]nonane-9-carboxylate